2-chloro-1-(thiophen-2-yl)ethan-1-one ClCC(=O)C=1SC=CC1